2-Amino-4-[1-(3,8-diazabicyclo[3.2.1]octan-8-yl)-5-fluoro-3-[[(2S)-1-methylazetidin-2-yl]methoxy]-7,9-dihydrofuro[3,4-f]quinazolin-6-yl]-5-fluoro-benzothiophene-3-carbonitrile NC=1SC2=C(C1C#N)C(=C(C=C2)F)C=2C1=C(C=3C(=NC(=NC3C2F)OC[C@H]2N(CC2)C)N2C3CNCC2CC3)COC1